3-[[3-(2-carboxyethylaminoformyloxy)-2-hydroxy-propoxy]carbonylamino]propionic acid C(=O)(O)CCNC(=O)OCC(COC(=O)NCCC(=O)O)O